2-allyl-6-(1-isobutyl-4-pyrazolylamino)-1-[6-(1-methyl-4-piperidyloxy)-2-pyridyl]-1,2-dihydro-3H-1,2,5,7-tetraazainden-3-one C(C=C)N1N(C2=NC(=NC=C2C1=O)NC=1C=NN(C1)CC(C)C)C1=NC(=CC=C1)OC1CCN(CC1)C